1-(4-(6-Bromoquinolin-2-yl)piperidin-1-yl)ethan-1-one BrC=1C=C2C=CC(=NC2=CC1)C1CCN(CC1)C(C)=O